C(C)(=O)N1CCC(CC1)NCC1=C(C=C(C=C1)C1=NC=CC(=C1F)C=1C(=C(C=CC1)C1=CC=C(C(=N1)OC)CNC1CCN(CC1)C(C)=O)F)OC 1-(4-(((6-(3-(2-(4-(((1-acetylpiperidin-4-yl)amino)methyl)-3-methoxyphenyl)-3-fluoropyridin-4-yl)-2-fluorophenyl)-2-methoxypyridin-3-yl)methyl)amino)piperidin-1-yl)ethan-1-one